CC1=CC=CC=2OC3=CC=CC=C3C3(C12)OC(=O)C1=CC=CC=C13 methylspiro[phthalide-3,9'-xanthene]